Ethyl (E)-5-cyclohexyl-2,4-dimethylpent-4-enoate C1(CCCCC1)/C=C(/CC(C(=O)OCC)C)\C